FC(C(=O)O)(F)F.FC(C(=O)O)(F)F.NCC(CN1N=NN(C1=O)C1=CC=C(C=C1)C1=CC=C(C=C1)N1CCNCC1)=C(F)F 1-[2-(aminomethyl)-3,3-difluoro-allyl]-4-[4-(4-piperazin-1-ylphenyl)phenyl]tetrazol-5-one di-trifluoroacetate